FC1(CN(CC1OC)C=1C=2N(N=C(C1)C=1C(NC(NC1)=O)=O)C(=CN2)F)F 5-(8-(3,3-difluoro-4-methoxypyrrolidin-1-yl)-3-fluoroimidazo[1,2-b]pyridazin-6-yl)pyrimidine-2,4(1H,3H)-dione